FC1=CC=C(C=C1)CS(=O)(=O)N1CC(N(CC1)C1=CC(=CC(N1)=O)N1C(COCC1)C)C(F)(F)F 6-[4-[(4-Fluorophenyl)methylsulfonyl]-2-(trifluoromethyl)piperazin-1-yl]-4-(3-methylmorpholin-4-yl)-1H-pyridin-2-one